O=C1N([C@@H]2CC[C@H](N1C2)C(=O)NC2CCNCC2)OS(=O)(=O)O (2S,5R)-7-OXO-N-PIPERIDIN-4-YL-6-(SULFOXY)-1,6-DIAZABICYCLO[3.2.1]OCTANE-2-CARBOXAMIDE